C(C1=CC=CC=C1)N1N=C(C=C1NC(=O)NC1=C(C=C(C=C1)OC1=CC=NC=2NC(C=NC21)=O)F)C(C)(C)C 1-(1-benzyl-3-(tert-butyl)-1H-pyrazol-5-yl)-3-(2-fluoro-4-((3-keto-3,4-dihydropyrido[2,3-b]pyrazin-8-yl)oxy)phenyl)urea